6-{[(1R)-1-(4-Chlorophenyl)-7-fluoro-5-(2-hydroxybut-3-en-2-yl)-1-{[1-(hydroxymethyl)cyclopropyl]-methoxy}-3-oxo-2,3-dihydro-1H-isoindol-2-yl]methyl}pyridine-3-carbonitrile ClC1=CC=C(C=C1)[C@@]1(N(C(C2=CC(=CC(=C12)F)C(C)(C=C)O)=O)CC1=CC=C(C=N1)C#N)OCC1(CC1)CO